(S)-1-(1-((3-(5-((4-(morpholinomethyl)phenyl)ethynyl)pyridin-2-yl)isoxazol-5-yl)methyl)-1H-imidazol-2-yl)ethan-1-ol O1CCN(CC1)CC1=CC=C(C=C1)C#CC=1C=CC(=NC1)C1=NOC(=C1)CN1C(=NC=C1)[C@H](C)O